C(C)(C)(C)OC(=O)N1CC2=CC=C(C=C2CC1)C1=NC(=C(C2=C1C=CS2)C2=C(C=C(C=C2)F)OC)C=2C=NN(C2)C2CN(C2)CC=C 6-[7-(4-fluoro-2-methoxy-phenyl)-6-[1-(1-prop-2-enylazetidin-3-yl)pyrazol-4-yl]thieno[3,2-c]pyridin-4-yl]-3,4-dihydro-1H-isoquinoline-2-carboxylic acid tert-butyl ester